2-Chloro-5-{[(3,3-dimethylbutyryl)amino]methyl}-N-{1-[3-methyl-4-(trifluoromethoxy)phenyl]-1H-indazol-4-yl}benzamide ClC1=C(C(=O)NC2=C3C=NN(C3=CC=C2)C2=CC(=C(C=C2)OC(F)(F)F)C)C=C(C=C1)CNC(CC(C)(C)C)=O